2-(4-((4-(4-Methoxyphenyl)-5-oxo-4,5-dihydro-1H-1,2,4-triazol-1-yl)-methyl)-2-methylphenoxy)-2-meth-ylpropionic acid COC1=CC=C(C=C1)N1C=NN(C1=O)CC1=CC(=C(OC(C(=O)O)(C)C)C=C1)C